dl-2,4-dimethylpentanenitrile CC(C#N)CC(C)C